ethyl-(N-methyl-perfluorohexanesulfonamide) methacrylate C(C(=C)C)(=O)O.C(C)N(S(=O)(=O)C(C(C(C(C(C(F)(F)F)(F)F)(F)F)(F)F)(F)F)(F)F)C